8-fluoro-pyrido[4,3-d]pyrimidine-2,4-diol FC1=CN=CC2=C1N=C(N=C2O)O